rac-tert-butyl 3-fluoro-3-methyl-4-oxopiperidine-1-carboxylate F[C@@]1(CN(CCC1=O)C(=O)OC(C)(C)C)C |r|